(2-fluorophenyl)(imino)(methyl)-λ6-sulfanone FC1=C(C=CC=C1)S(=O)(C)=N